FC(C(=O)O)(F)F.C(C1=CC=CC=C1)OC=1C=C(C=CC1)C(CC=C(F)F)N1N=CC(=C1)C=1C2=C(N=CN1)NC=C2 4-(1-{1-[3-(benzyloxy)phenyl]-4,4-difluorobut-3-en-yl}-1H-pyrazol-4-yl)-7H-pyrrolo[2,3-d]-pyrimidine trifluoroacetate